C(C)C=1C(=CC=C2C=C(C=C(C12)C1=C(C=2N=C(N=C(C2C=N1)N1CCOCC(C1)(O)C)OCC1(CC1)CO)F)OCOC)F 4-(7-(8-ethyl-7-fluoro-3-(methoxymethoxy)naphthalen-1-yl)-8-fluoro-2-((1-(hydroxymethyl)cyclopropyl)methoxy)pyrido[4,3-d]pyrimidin-4-yl)-6-methyl-1,4-oxazepan-6-ol